ClC1=C(C=CC(=C1)C1CC1)NC(CI)=O N-(2-chloro-4-cyclopropylphenyl)-2-iodoacetamide